FC=1C=C(C=NC1O)B(O)O (5-fluoro-6-hydroxypyridin-3-yl)boronic acid